FC(CNC(C(CC1=CC=C(C=C1)\C=C\C1=CC=C(C=C1)CN1CCOCC1)C=1N=CNC(C1O)=O)=O)F (E)-N-(2,2-difluoroethyl)-2-(5-hydroxy-6-oxo-1,6-dihydropyrimidin-4-yl)-3-(4-(4-(morpholinomethyl)styryl)phenyl)propanamide